3-(1-methyl-1H-pyrazol-4-yl)-N-(4-(4-(4-methylpiperazin-1-yl)-4-oxobutyl)-1-phenyl-1H-imidazol-2-yl)benzamide hydrochloride Cl.CN1N=CC(=C1)C=1C=C(C(=O)NC=2N(C=C(N2)CCCC(=O)N2CCN(CC2)C)C2=CC=CC=C2)C=CC1